FC1(CCC(CC1)[C@H](NC(=O)C1=NON=C1OC)C=1N=C2N(N=CC(=C2)C[C@H]2C(N[C@@H](C2)C(F)(F)F)=O)C1)F |o1:27| N-[(S)-(4,4-Difluorocyclohexyl)-[7-[[(3R*,5S)-2-oxo-5-(trifluoromethyl)pyrrolidin-3-yl]methyl]imidazo[1,2-b]pyridazin-2-yl]methyl]-4-methoxy-1,2,5-oxadiazole-3-carboxamide